FC(C=1C=CC=2N(N1)C(=CN2)C2=CC(=NC=N2)N2[C@H]([C@H](C[C@H](C2)C)N=S(=O)(C)C)C)F (((2S,3S,5R)-1-(6-(6-(Difluoromethyl)imidazo[1,2-b]pyridazin-3-yl)pyrimidin-4-yl)-2,5-dimethylpiperidin-3-yl)imino)dimethyl-λ6-sulfanone